sodium magnesium sodium magnesium sodium salt [Na].[Mg].[Na].[Mg].[Na]